CC1(C(C(=C(C=C1CCCCC)O)C1=CC=CC=C1)O)C1=CN=CS1 3-methyl-4-pentyl-3-(thiazol-5-yl)-[1,1'-biphenyl]-2,6-diol